NC(C(=O)O)CCP(=O)(OC)OO 2-amino-4-[hydroxy(methyl)phosphono]-butyric acid